1,4-dimethyl-1,6-dihydro-7H-pyrazolo[3,4-d]Pyridazin-7-one CN1N=CC2=C1C(NN=C2C)=O